C(C)OCCOC(COC1=NC=CC=C1SC1=C(C=C(C(=C1)N1C(N(C(=CC1=O)C(F)(F)F)N)=O)F)Cl)=O 2-Ethoxyethyl-{[3-({5-[3-amino-2,6-dioxo-4-(trifluoromethyl)-3,6-dihydropyrimidin-1(2H)-yl]-2-chloro-4-fluorophenyl}sulfanyl)pyridin-2-yl]oxy}acetat